CC1=C(C(=O)C2=C([C@]3([C@@H]4[C@@H](N4)CN3C2=C1[O-])OC)COC(=O)N)[O-] The molecule is a phenolate anion obtained by removal of two protons from position C-8 and O-6 of 7-demethylmitomycin A. It is the major microspecies at pH 7.3 (according to Marvin v 6.2.0.). It is a conjugate base of a 7-demethylmitomycin A(1-).